ClC1=CC(=C(C(=C1)C)C1=CC2=C(N=N1)N(C=C2)CCC(=O)NC)O 3-[3-(4-Chloro-2-hydroxy-6-methylphenyl)-7H-pyrrolo[2,3-c]pyridazin-7-yl]-N-methylpropanamide